8-(4-(piperazin-1-yl)-6-(1H-pyrazol-1-yl)-1,3,5-triazin-2-yl)-2-oxa-5,8-diazaspiro[3.5]nonane N1(CCNCC1)C1=NC(=NC(=N1)N1N=CC=C1)N1CCNC2(COC2)C1